The molecule is a dihydroxy monocarboxylic acid that is dodecanoic acid (lauric acid) in which a hydrogen at position 2 and a hydrogen at position 3 have each been replaced by a hydroxy group. It is a dihydroxy monocarboxylic acid and a medium-chain fatty acid. It is a conjugate acid of a 2,3-dihydroxydodecanoate. CCCCCCCCCC(C(C(=O)O)O)O